[Na].N1N=NC2=C1C=CC=C2C=2C(=C(C=CC2)O)CCCC Benzotriazolyl-butyl-phenol sodium